C1(CC1)C1=NC=2N(C=C1)N=CC2C(=O)NC2=NC=CC(=C2)C2=NN(C=N2)C 5-Cyclopropyl-N-(4-(1-methyl-1H-1,2,4-triazol-3-yl)pyridin-2-yl)pyrazolo[1,5-a]pyrimidine-3-carboxamide